(R)-2-(5-(3-fluoropyrrolidin-1-yl)pyrazin-2-yl)-6,7-dihydrothiazolo[5,4-c]pyridin-4(5H)-one F[C@H]1CN(CC1)C=1N=CC(=NC1)C=1SC=2C(NCCC2N1)=O